C(C)(CCC)NC1(CCCCC1)NC(C)CCC N,N'-bis-sec-amyl-cyclohexanediamine